5-methylsulfonyl-4-oxo-1-[4-(trifluoromethoxy)phenyl]cinnoline-3-carboxylate CS(=O)(=O)C1=C2C(C(=NN(C2=CC=C1)C1=CC=C(C=C1)OC(F)(F)F)C(=O)[O-])=O